(hydrogen sulfate) borate B(O)(O)O.S(=O)(=O)(O)O